3-(5-cyclopropoxypyridin-2-yl)-N-(3-isopropylpyridin-2-yl)-1,2,4-thiadiazol-5-amine C1(CC1)OC=1C=CC(=NC1)C1=NSC(=N1)NC1=NC=CC=C1C(C)C